C(CC)C1CCC(CC1)C(=O)OC1=C(C=C(C=C1)O)/C=N/N1C2=CC=CC=C2C=2C=CC=CC12 [2-[(E)-carbazol-9-yliminomethyl]-4-hydroxy-phenyl] 4-propylcyclohexanecarboxylate